(2S,5S)-4-(2-methoxy-2-methylpropanoyl)-2,3,4,5-tetrahydro-2,5-methanopyrido[3,4-f][1,4]oxazepine-9-carbonitrile COC(C(=O)N1C[C@H]2OC3=C([C@@H]1C2)C=NC=C3C#N)(C)C